O1C(CCCC1)N1N=CC=2C1=CN=CC2B(O)O (1-(tetrahydro-2H-pyran-2-yl)-1H-pyrazolo[3,4-c]pyridin-4-yl)boronic acid